N-[3-cyano-5-(quinazolin-7-yl)phenyl]prop-2-enamide C(#N)C=1C=C(C=C(C1)C1=CC=C2C=NC=NC2=C1)NC(C=C)=O